ClC=1C(=CC(=NC1)OC)C1=CC(=NN1)C(=O)N1CCC(CC1)C(=O)NCC1=NC=CC=C1F 1-(5-(5-chloro-2-methoxypyridin-4-yl)-1H-pyrazole-3-carbonyl)-N-((3-fluoropyridin-2-yl)methyl)piperidine-4-carboxamide